C(C)(C)(C)OC(=O)N1CC2=CC=CC(=C2C(C1)=O)F 5-fluoro-4-oxo-3,4-dihydroisoquinoline-2(1H)-carboxylic acid tert-butyl ester